4-((4-Phenyl-1-(4-(trifluoromethyl)benzyl)-1H-indol-7-amido)methyl)benzoic acid C1(=CC=CC=C1)C1=C2C=CN(C2=C(C=C1)C(=O)NCC1=CC=C(C(=O)O)C=C1)CC1=CC=C(C=C1)C(F)(F)F